tert-butyl (E)-hept-2-enoate C(\C=C\CCCC)(=O)OC(C)(C)C